N-((1H-pyrrol-3-yl)methyl)-4-(8,9,10,11-tetrahydro-3H-pyrazolo[4,3-a]phenanthridin-7-yl)benzamide N1C=C(C=C1)CNC(C1=CC=C(C=C1)C1=NC2=CC=C3C(=C2C=2CCCCC12)C=NN3)=O